6-(cyclopropylmethyl)-1-methyl-1H-pyrazolo[3,4-d]Pyrimidine C1(CC1)CC1=NC=C2C(=N1)N(N=C2)C